3-methyleneocta-4,6-dien-1-ol C=C(CCO)C=CC=CC